(4-chlorophenyl)-N,N-dipropylacrylamide ClC1=CC=C(C=C1)C(C(=O)N(CCC)CCC)=C